Cl.ClC=1C(=NC=C(C1)C(F)(F)F)N1C(C2(CC1)CCNCC2)=O 2-(3-chloro-5-(trifluoromethyl)pyridin-2-yl)-2,8-diazaspiro[4.5]decan-1-one hydrochloride